C(C)(C)(C)C1=C(C=CC=C1)C1CCN(CC1)C(=O)C1=CC=C(C(=O)O)C=C1 4-(4-(2-(tert-butyl)phenyl)piperidine-1-carbonyl)benzoic acid